1-propyl-2,3-dihydroimidazolium nitrate [N+](=O)([O-])[O-].C(CC)N1C[NH2+]C=C1